C(N)(OC(C)CO)=O 3-hydroxy-propan-2-yl carbamate